Methyl 4-(2-bromoacetyl)-4-methyl-chromane-8-carboxylate BrCC(=O)C1(CCOC2=C(C=CC=C12)C(=O)OC)C